ClC=1C=C(C=C(C1)Cl)C1=NNC2=NC(=CN=C21)N2CCC(CC2)(N)C 1-(3-(3,5-dichloro-phenyl)-1H-pyrazolo[3,4-b]-pyrazin-6-yl)-4-methylpiperidin-4-amine